(Z)-5-(2-(1-ethoxy-1-oxoprop-2-ylidene)hydrazino)-7,8-dimethoxyquinoline-2,4-dicarboxylic acid C(C)OC(\C(\C)=N/NC1=C2C(=CC(=NC2=C(C(=C1)OC)OC)C(=O)O)C(=O)O)=O